S1C(=NC2=C1C=CC=C2)C=2C=C(OCCCCCCOC1=CC3=C(C(=CC(O3)=O)C)C=C1)C=CC2 7-(6-(3-(benzo[d]thiazol-2-yl)phenoxy)hexyloxy)-4-methyl-2H-benzopyran-2-one